ClC1=C(NC=C1)C1=CC=CC=C1 Chlorophenylpyrrole